(3-bromo-4-(3-chlorophenoxy)phenyl)-6-methoxy-7-((1-methylpiperidin-4-yl)methoxy)quinazolin-4-amine BrC=1C=C(C=CC1OC1=CC(=CC=C1)Cl)C1=NC2=CC(=C(C=C2C(=N1)N)OC)OCC1CCN(CC1)C